C(C)N1N=C(C(=C1)C1=CC(=NC=C1)C1=NC2=C(N1)CN(C2)C2N(CCN(C2)C)C(=O)N2C(CN(CC2)C)N2CC=1NC(=NC1C2)C2=NC=CC(=C2)C=2C(=NN(C2)CC)C2=NC(=CC=C2)C)C2=NC(=CC=C2)C (2-(4-(1-Ethyl-3-(6-methylpyridin-2-yl)-1H-pyrazol-4-yl)pyridin-2-yl)-4,6-dihydropyrrolo[3,4-d]imidazol-5(1H)-yl)(4-methylpiperazin-1-yl)ketone